(+/-)-exo-trans-2-(hydroxymethyl)-3-(4-methoxyphenyl)-8-azabicyclo[3.2.1]octane-8-carboxylic acid tert-butyl ester C(C)(C)(C)OC(=O)N1C2C(C(CC1CC2)C2=CC=C(C=C2)OC)CO